sodium oleylisethionate C(CCCCCCC\C=C/CCCCCCCC)OS(=O)(=O)CCO.[Na]